3,5-difluoro-4-[1-methyl-4-(trifluoromethyl)imidazol-2-yl]benzoic acid FC=1C=C(C(=O)O)C=C(C1C=1N(C=C(N1)C(F)(F)F)C)F